N[C@@H](C(=O)O)CNC(=O)C1=CC2=NC=CC=C2S1 (R)-2-amino-3-(thieno[3,2-b]pyridine-2-carboxamido)propionic acid